1,3-Dipentylbenzimidazolium iodide [I-].C(CCCC)[N+]1=CN(C2=C1C=CC=C2)CCCCC